OCCOC1=CC=C(C=C1)C(C(C)O)(O)C 1-[4-(2-hydroxyethoxyl)-phenyl]-2-hydroxy-methylpropanol